BrC1=NC(=CC=C1C(C)=O)Cl 1-(2-bromo-6-chloro-3-pyridyl)ethanone